N-methyl-2-bromo-5-chloroaniline hydrochloride Cl.CNC1=C(C=CC(=C1)Cl)Br